ClC1=NC2=CC(=C(C=C2C=N1)Cl)C1C(C1)(F)F 2,6-dichloro-7-(2,2-difluorocyclopropyl)quinazoline